tert-butyl 4-[4-(3-bromo-2-fluoro-anilino)pyrido[3,2-d]pyrimidin-6-yl]piperazine-1-carboxylate BrC=1C(=C(NC=2C3=C(N=CN2)C=CC(=N3)N3CCN(CC3)C(=O)OC(C)(C)C)C=CC1)F